C1(=CC=CC=C1)S(=O)(=O)N1CCCCC1 (phenylsulfonyl)piperidin